7-fluoro-2,8-dimethyl-imidazo[1,2-a]pyridin-6-amine HCl Cl.FC1=C(C=2N(C=C1N)C=C(N2)C)C